tri-cyclohexyl-(2-cyclohexyl)silane C1(CCCCC1)[Si](C1CCCCC1)(C1CCCCC1)C1CCCCC1